1-ethyl-1H-indazole-5-carboxylic Acid C(C)N1N=CC2=CC(=CC=C12)C(=O)O